ClC1=C(C=C(C=C1)Cl)C1=CN=C(O1)CSC1=NC(=NC(=N1)N(C)C)N 6-({[5-(2,5-Dichlorophenyl)-1,3-oxazol-2-yl]methyl}thio)-N,N-dimethyl-1,3,5-triazine-2,4-diamine